FC(C=1N=C2N(C(=CC=C2)NC2CCC(CC2)NC(=O)C=2C=NN(C2)CC(F)(F)F)C1)(F)F N-[(1s,4s)-4-{[2-(trifluoromethyl)imidazo[1,2-a]pyridin-5-yl]amino}cyclohexyl]-1-(2,2,2-trifluoroethyl)-1H-pyrazole-4-carboxamide